chrysene C1=CC=CC=2C3=CC=C4C=CC=CC4=C3C=CC12